N1C=C(C2=CC=CC=C12)CCNC(C1=C(C=C(C=C1)Cl)NC1=CC(=C(C(=C1)OC)OC)OC)=O N-(2-(1H-indol-3-yl)ethyl)-4-chloro-2-((3,4,5-trimethoxyphenyl)amino)benzamide